FC=1C(=C(C=CC1F)N1CN(C(C2=CC(=CC=C12)C(F)(F)F)=O)C1=C(NC(C=C1)=O)C)C 1-(3,4-difluoro-2-methylphenyl)-3-(2-methyl-6-oxo-1,6-dihydropyridin-3-yl)-6-(trifluoromethyl)-2,3-dihydroquinazolin-4(1H)-one